BrCCCCCCCNC([O-])=O (7-Bromoheptyl)carbamate